iron (III) toluenesulphonate C(C1=CC=CC=C1)S(=O)(=O)[O-].[Fe+3].C(C1=CC=CC=C1)S(=O)(=O)[O-].C(C1=CC=CC=C1)S(=O)(=O)[O-]